CN(CCN1N=C(C=CC1=O)C(=O)N[C@H](C)C1=CC(=CC(=C1)C(F)(F)F)[N+](=O)[O-])C 1-[2-(dimethylamino)ethyl]-N-[(1R)-1-[3-Nitro-5-(trifluoromethyl)phenyl]ethyl]-6-oxo-pyridazine-3-carboxamide